perfluoromethyl-decahydronaphthalene FC1(C(C(C(C2(C(C(C(C(C12F)(F)F)(F)F)(F)F)(F)F)F)(F)F)(F)F)(F)F)C(F)(F)F